2,2'-propylidenebis(4-t-pentyl-6-t-butylphenol) C(CC)(C1=C(C(=CC(=C1)C(C)(C)CC)C(C)(C)C)O)C1=C(C(=CC(=C1)C(C)(C)CC)C(C)(C)C)O